N=1CC2(C=C3C=CC=CC13)CC=C1C=NC=NC1=C2 6H-spiro[quinazoline-7,3'-quinoline]